3-((tetrahydro-2H-pyran-4-yl)oxy)pyridin O1CCC(CC1)OC=1C=NC=CC1